COC(C1=C(C=CC(=C1)NC1=C(C=CC=C1)N)C)=O 5-((2-aminophenyl)amino)-2-methylbenzoic acid methyl ester